N-(2-(dimethylamino)benzo[d]thiazol-5-yl)-5,6-dihydrobenzo[f]imidazo[1,5-d][1,4]oxazepine-10-carboxamide CN(C=1SC2=C(N1)C=C(C=C2)NC(=O)C=2C=CC1=C(C=3N(CCO1)C=NC3)C2)C